2-[(3R,5S)-3,5-dimethylpiperazin-1-yl]-6-(trifluoromethyl)-1,3-benzoxazole C[C@@H]1CN(C[C@@H](N1)C)C=1OC2=C(N1)C=CC(=C2)C(F)(F)F